OC(CNC(=O)C1=C(C(=C(C(=C1I)O)I)C(=O)NCC(CO)O)I)CO N,N'-bis-(2,3-dihydroxypropyl)-5-hydroxy-2,4,6-triiodo-1,3-benzenedicarboxamide